4-Amino-N-(2-(1-(4-((6-amino-2-butoxy-8-oxo-7,8-dihydro-9H-purin-9-yl)methyl)benzyl)piperidin-4-yl)ethyl)benzamide NC1=CC=C(C(=O)NCCC2CCN(CC2)CC2=CC=C(C=C2)CN2C3=NC(=NC(=C3NC2=O)N)OCCCC)C=C1